BrC=1C=C2C(=C(N(C2=CC1)CC(F)(F)F)C=1C=C(C=NC1[C@H](C)OC)N1CCN(CC1)C(=O)OCC1=CC=CC=C1)CC(CO)(C)C benzyl (S)-4-(5-(5-bromo-3-(3-hydroxy-2,2-dimethylpropyl)-1-(2,2,2-trifluoroethyl)-1H-indol-2-yl)-6-(1-methoxyethyl)pyridin-3-yl)piperazine-1-carboxylate